ClC=1C=C(C=CC1)N1CCNCC1 4-(3-chlorophenyl)piperazine